3-tetradecyl-3,5,6,7,8,9-hexahydro-11H-azepino[1,2-a]purin-11-one C(CCCCCCCCCCCCC)N1C=2N=C3N(C(C2N=C1)=O)CCCCC3